ClC=1C(=NC(=NC1)NC1=CC(=C(C2=CC=CC=C12)N1CCN(CC1)C)Cl)NC=1C(=NC=CC1)N(C)C 5-chloro-N2-(3-chloro-4-(4-methylpiperazin-1-yl)naphthalen-1-yl)-N4-(2-(dimethylamino)pyridin-3-yl)pyrimidine-2,4-diamine